C(C)(=O)N1[C@@H](CN(CC1)C(C=C)=O)C1=CC(=NC(=C1)Cl)C1=CC(=NC(=C1)C1CC1)C(=O)NC (R)-4-(1-acetyl-4-acryloylpiperazin-2-yl)-6-chloro-6'-cyclopropyl-N-methyl-[2,4'-bipyridine]-2'-carboxamide